(E)-3-(dimethylamino)-1-(2-hydroxy-4-methoxyphenyl)prop-2-en-1-one CN(/C=C/C(=O)C1=C(C=C(C=C1)OC)O)C